6-acrylamido-N-(3-morpholinopropoxy)-7-(3-morpholinopropoxy)-quinazolin-4-amine C(C=C)(=O)NC=1C=C2C(=NC=NC2=CC1OCCCN1CCOCC1)NOCCCN1CCOCC1